3-benzyl-1-methyl-3-azabicyclo[3.1.0]hexane C(C1=CC=CC=C1)N1CC2(CC2C1)C